CON(C(C1=CN=CC(=C1)C)=O)C N-methoxy-N,5-dimethylnicotinamide